(4R)-4-[4-(5-{[(2R,3S,5S)-2-fluoro-8-azabicyclo[3.2.1]octan-3-yl](methyl)amino}pyrazin-2-yl)-3-hydroxyphenyl]-1-methylpyrrolidin-2-one F[C@@H]1C2CC[C@@H](C[C@@H]1N(C=1N=CC(=NC1)C1=C(C=C(C=C1)[C@H]1CC(N(C1)C)=O)O)C)N2